6-oxo-2-azaspiro[4.5]decane O=C1C2(CCNC2)CCCC1